C(C)(=O)C1=CC(=C(C(=C1)F)N1N=C(C=C1)C=1C=CC(=C(C1)CNC([O-])=O)C)F [[5-[1-(4-acetyl-2,6-difluorophenyl)-1H-pyrazol-3-yl]-2-methyl-phenyl]methyl]carbamate